6,7-difluoro-2H-benzo[e][1,2,4]thiadiazin-3(4H)-one 1,1-dioxide FC=1C(=CC2=C(NC(NS2(=O)=O)=O)C1)F